C1C(CO1)(CN)N(CC2=CC=CC=C2)CC3=CC=CC=C3 3-(aminomethyl)-N,N-dibenzyloxetan-3-amine